6-(5H-imidazo[5,1-a]isoindol-5-yl)-7,8-dihydroquinazolin-5(6H)-one C=1N=CN2C1C1=CC=CC=C1C2C2C(C=1C=NC=NC1CC2)=O